OC1(CC(C1)C(=O)N1CC2(C1)CCC(CC2)OC2=NC(=C(C=C2)C)C(F)(F)F)C ((1s,3s)-3-Hydroxy-3-methylcyclobutyl)(7-((5-methyl-6-(trifluoromethyl)pyridin-2-yl)oxy)-2-azaspiro[3.5]nonan-2-yl)methanone